COC1=C(OCCC=2N=C(C3=C(N2)OC(=C3C(=O)N)C)NC3(CC3)C)C=CC=C1 [2-(2-methoxyphenoxy)ethyl]-6-methyl-4-[(1-methylcyclopropyl)amino]furo[2,3-d]pyrimidine-5-carboxamide